1,4,5-triethylimidazole C(C)N1C=NC(=C1CC)CC